OC1=C(C(=O)[O-])C=CC=C1.C(C(=C)C)(=O)OCC[NH+](C)C [2-(methacryloyloxy)ethyl]dimethylammonium 2-hydroxybenzoate salt